CC1=CC=CC=2CC3(N(C(C12)=O)CCN3C3=CC=CC=C3)C(F)(F)F 6-Methyl-1-phenyl-10a-(trifluoromethyl)-2,3,10,10a-tetrahydroimidazo[1,2-b]isoquinolin-5(1H)-one